FCCCN1CC(C1)=CC1=CC=C(C=C1)C1=C(CCCC2=C1C=CC(=C2)C(=O)OC)C2CC21CCC1 methyl 9-(4-((1-(3-fluoropropyl)azetidin-3-ylidene)methyl)phenyl)-8-(spiro[2.3]hexan-1-yl)-6,7-dihydro-5H-benzo[7]annulene-3-carboxylate